C(C1=CC=CC=C1)OCN1C(N([C@H]2[C@H](OC)[C@H](O[Si](C)(C)C(C)(C)C)[C@@H](CI)O2)C=CC1=O)=O 3-benzyloxymethyl-5'-deoxy-5'-iodo-2'-O-methyl-3'-O-tert-butyldimethylsilyl-uridine